5-10-methylenetetrahydrofolate C1C2CN(CN2C3=C(N1)N=C(NC3=O)N)C4=CC=C(C=C4)C(=O)NC(CCC(=O)O)C(=O)O